ethyl [6-chloro-4-(2-fluorophenyl)-1H-imidazo[4,5-c]pyridin-2-yl]acetate ClC1=CC2=C(C(=N1)C1=C(C=CC=C1)F)N=C(N2)CC(=O)OCC